4,4'-(2,2-diphenylethene-1,1-diyl)diphenol C1(=CC=CC=C1)C(=C(C1=CC=C(C=C1)O)C1=CC=C(C=C1)O)C1=CC=CC=C1